1-(4-(3,3-difluoropiperidin-4-yl)phenyl)dihydropyrimidine-2,4(1H,3H)-dione FC1(CNCCC1C1=CC=C(C=C1)N1C(NC(CC1)=O)=O)F